(R)-N-(4-(2-chlorophenyl)thiazol-2-yl)-5-(4-(1-methylpiperidine-3-carbonyl)piperazin-1-yl)picolinamide ClC1=C(C=CC=C1)C=1N=C(SC1)NC(C1=NC=C(C=C1)N1CCN(CC1)C(=O)[C@H]1CN(CCC1)C)=O